4,4-Difluoro-6,7-dihydro-5H-pyrazolo[1,5-a]pyridine-2-carboxylic acid FC1(C=2N(CCC1)N=C(C2)C(=O)O)F